1-(bromomethyl)-3-(prop-2-yn-1-yloxy)benzene (Z)-but-2-Enyl-Boc-Glycinate C(\C=C/C)N(CC(=O)O)C(=O)OC(C)(C)C.BrCC1=CC(=CC=C1)OCC#C